3,5-dimethylbenzyl-4-((5,7-dihydroxy-2-(4-hydroxyphenyl)-4-oxo-4H-benzopyran-8-yl)methyl)piperazine-1-carboxylic acid CC=1C=C(CC2N(CCN(C2)CC2=C(C=C(C=3C(C=C(OC32)C3=CC=C(C=C3)O)=O)O)O)C(=O)O)C=C(C1)C